methacryloxypropyl-tris(dimethylsiloxy)silane C(C(=C)C)(=O)OCCC[Si](O[SiH](C)C)(O[SiH](C)C)O[SiH](C)C